1-((trimethylsilyl)oxy)cyclododeca-4,8-diene-1-carbonitrile C[Si](OC1(CCC=CCCC=CCCC1)C#N)(C)C